ethyl 4-(1-(tetrahydro-2H-pyran-2-yl)-1H-indazol-5-yl)tetrahydro-2H-pyran-4-carboxylate O1C(CCCC1)N1N=CC2=CC(=CC=C12)C1(CCOCC1)C(=O)OCC